ethyl 2-(1-(2-((4-chloro-2-fluorobenzyl) oxy)-3-(trifluoromethyl)-5,8-dihydro-1,7-naphthyridin-7(6H)-yl) ethyl)-7-fluoro-1-(((S)-oxetan-2-yl) methyl)-1H-benzo[d]imidazole-6-carboxylate ClC1=CC(=C(COC2=NC=3CN(CCC3C=C2C(F)(F)F)C(C)C2=NC3=C(N2C[C@H]2OCC2)C(=C(C=C3)C(=O)OCC)F)C=C1)F